5-((2-(3-(3-Morpholinopropoxy)phenyl)quinazolin-4-yl)amino)pyridin-2(1H)-one O1CCN(CC1)CCCOC=1C=C(C=CC1)C1=NC2=CC=CC=C2C(=N1)NC=1C=CC(NC1)=O